6-oxo-N-[[6-(trifluoromethyl)-3,4-diazatricyclo[7.1.1.03,7]undeca-4,6-dien-1-yl]methyl]-2,5-diazaspiro[3.4]octane-2-carboxamide O=C1NC2(CN(C2)C(=O)NCC23CN4N=CC(=C4CC(C2)C3)C(F)(F)F)CC1